2-Acryloylthio-n-hexylthio-5-methylthio-1,3,4-thiadiazole C(C=C)(=O)SC(CSC=1SC(=NN1)SC)CCCC